(Z)-N-(5-cyano-2,4-dimethylpyridin-3-yl)-3-(3,7-difluoro-1H-indazol-6-yl)-2-fluoroacrylamide C(#N)C=1C(=C(C(=NC1)C)NC(/C(=C/C1=CC=C2C(=NNC2=C1F)F)/F)=O)C